NC=1N(C=CN1)CCC[C@@H](C(=O)O)NC(=O)OC(C)(C)C (S)-5-(2-amino-1H-imidazol-1-yl)-2-((tert-butoxycarbonyl)amino)pentanoic acid